FC(C1=NOC(=N1)CN1C(=NC2=NC=C(C=C21)C=2C=CN1N=CN=C(C12)OC)C)F 1-((3-(difluoromethyl)-1,2,4-oxadiazol-5-yl)methyl)-6-(4-methoxypyrrolo[2,1-f][1,2,4]triazin-5-yl)-2-methyl-1H-imidazo[4,5-b]pyridine